{7-chloro-[1,2,4]triazolo[4,3-a]pyridin-5-yl}methanol ClC1=CC=2N(C(=C1)CO)C=NN2